D(+)-Altrose C([C@H]([C@H]([C@H]([C@@H](C=O)O)O)O)O)O